N1-((5-(4-(1H-indazol-4-yl)-6-morpholino-1,3,5-triazin-2-yl)-3-methylthiophen-2-yl)methyl)-N1,N2,N2-trimethylethane-1,2-diamine N1N=CC2=C(C=CC=C12)C1=NC(=NC(=N1)N1CCOCC1)C1=CC(=C(S1)CN(CCN(C)C)C)C